FC(N1C=NC=2C1=NC=C(C2)OC2=C(C(=C(C=C2)NC=2C1=C(N=CN2)C=NC(=N1)S(=O)C)F)C)F N-(4-((3-(difluoromethyl)-3H-imidazo[4,5-b]pyridin-6-yl)-oxy)-2-fluoro-3-methylphenyl)-6-(methylsulfinyl)pyrimido[5,4-d]pyrimidin-4-amine